N-(3-hydroxy-2,6-xylyl)-4-methoxy-2-(1-methyl-4-pyrazolylamino)-5-pyrimidinecarboxamide OC=1C(=C(C(=CC1)C)NC(=O)C=1C(=NC(=NC1)NC=1C=NN(C1)C)OC)C